(R)-4-(1-(3-chloro-4-fluorophenyl)-4-fluoro-1H-imidazol-2-yl)-3-(4-(trifluoromethyl)thieno[2,3-b]pyridin-6-yl)oxazolidin-2-one ClC=1C=C(C=CC1F)N1C(=NC(=C1)F)[C@H]1N(C(OC1)=O)C1=CC(=C2C(=N1)SC=C2)C(F)(F)F